COC=1C(=C2C=CN(C2=C(C1)C)C(=O)OCCCC)CN1C(CN(CCC1)CC(F)(F)F)C1=CC=C(C=C1)OS(=O)(=O)C(F)(F)F Butyl 5-methoxy-7-methyl-4-((4-(2,2,2-trifluoroethyl)-2-(4-(trifluoromethanesulfonyloxy)phenyl)-1,4-diazepan-1-yl)methyl)indole-1-carboxylate